2'-fluoro-5-methyluridine-3'-phosphorothioate P(O)(O)(=S)O[C@H]1[C@]([C@@H](O[C@@H]1CO)N1C(=O)NC(=O)C(=C1)C)(O)F